BrC1=CN=CC2C1OCC(N2)=O 8-bromo-2H,4aH,8aH-pyrido[4,3-b][1,4]oxazin-3-one